C1(CC1)C=1C(=C2C(C(N(C2=C(C1)F)[C@H]1C(N(CC1)C[C@H](CC(=O)O)C)=O)=O)(C)C)F (S)-4-((R)-3-(5-cyclopropyl-4,7-difluoro-3,3-dimethyl-2-oxoindolin-1-yl)-2-oxopyrrolidin-1-yl)-3-methylbutanoic acid